ClC1=C(C=C(C=C1)F)[C@@H]([C@@H](C)C=1N(C(C(=C(N1)C(=O)NC=1C=NOC1)O)=O)C)C=1C=NN(C1)C 2-((1s,2r)-1-(2-chloro-5-fluorophenyl)-1-(1-methyl-1H-pyrazol-4-yl)propan-2-yl)-5-hydroxy-N-(isoxazol-4-yl)-1-methyl-6-oxo-1,6-dihydropyrimidine-4-carboxamide